ethylhexyl ethylhexanoate CCCCC(CC)COC(=O)C(CC)CCCC